CN1C=C(C=CC1=O)N1N=CC2=CC(=CC=C12)N1[C@@H]([C@H](CC1=O)NC(=O)C=1N=COC1)C1=CC=CC=C1 N-[(2R,3S)-1-[1-(1-methyl-6-oxo-3-pyridyl)indazol-5-yl]-5-oxo-2-phenyl-pyrrolidin-3-yl]oxazole-4-carboxamide